ClC1=C(C(=O)N[C@H](C(=O)O)CC2=CC=C(C=C2)N2C(N(C3=C2C=CC(=C3)N(C)C)C)=O)C(=CC=C1)F (S)-2-(2-chloro-6-fluorobenzamido)-3-(4-(5-(dimethylamino)-3-methyl-2-oxo-2,3-dihydro-1H-benzo[d]imidazol-1-yl)phenyl)propanoic acid